3-(trifluoromethyl)benzoate FC(C=1C=C(C(=O)[O-])C=CC1)(F)F